C1(CC1)C1=NC(=CC(=C1)C1=C(C=C(C#N)C=C1)C1=NN=CN1C)N1C(C2=CC(=CC=C2C1)C(C)NCC1CC1)=O 4-(2-Cyclopropyl-6-(6-(1-((cyclopropylmethyl)amino)ethyl)-1-oxoisoindolin-2-yl)pyridin-4-yl)-3-(4-methyl-4H-1,2,4-triazol-3-yl)benzonitrile